tert-butyl 5-chloro-1-(3-hydroxycyclobutyl)-2-oxo-1,2-dihydrospiro[indole-3,4'-piperidine]-1'-carboxylate ClC=1C=C2C(=CC1)N(C(C21CCN(CC1)C(=O)OC(C)(C)C)=O)C1CC(C1)O